FC(C=1C=C(OC2=C(C(=O)N)C=CC=C2)C=CC1)(F)F 2-[3-(trifluoromethyl)phenoxy]benzamide